N-(1,3-benzothiazol-2-yl)-2-iodoacetamide S1C(=NC2=C1C=CC=C2)NC(CI)=O